8-(chloromethyl)-5-methyl-3-((1-methyl-1H-pyrazol-3-yl)methyl)-3H-pyridazino[4,5-b]indol-4(5H)-one ClCC1=CC=2C3=C(N(C2C=C1)C)C(N(N=C3)CC3=NN(C=C3)C)=O